N,N-diethyl-levulinamide C(C)N(C(CCC(=O)C)=O)CC